NC=1C=CC(=NC1C(F)(F)F)C(=O)C1=CNC2=CC=CC=C12 [5-Amino-6-(trifluoromethyl)-2-pyridyl]-(1H-indol-3-yl)methanone